N-((5-(2-fluoro-4-(trifluoromethyl)phenyl)-1,2,4-oxadiazol-3-yl)methyl)-2-(trifluoromethyl)benzamide FC1=C(C=CC(=C1)C(F)(F)F)C1=NC(=NO1)CNC(C1=C(C=CC=C1)C(F)(F)F)=O